S(=O)(=O)(ON1C2C=C(CN(C1=O)C2)N2N=NC(=C2)C(N)=O)[O-].[Na+] sodium [3-(4-carbamoyltriazol-1-yl)-7-oxo-1,6-diazabicyclo[3.2.1]oct-3-en-6-yl] sulfate